C(C)OC(=O)C=1C(=NN(C1)C)C.CN1N=C(C(=C1)C(=O)NN)C 1,3-dimethyl-1H-pyrazole-4-carbohydrazide ethyl-1,3-dimethyl-1H-pyrazole-4-carboxylate